O=C1CCCCN1 (S)-6-Oxopiperidine